phenyl(4,4'-isopropylidenediphenol) C1(=CC=CC=C1)C1=C(C=CC(=C1)C(C)(C)C1=CC=C(C=C1)O)O